4-{[bis(phenylmethyloxy)phosphoryl]oxy}butyric acid C1(=CC=CC=C1)COP(=O)(OCC1=CC=CC=C1)OCCCC(=O)O